CN1N=C(C(=C1)C(=O)Cl)C 1,3-dimethyl-1H-pyrazole-4-carbonyl chloride